methylsulfuran C[SH3]